N-(3,5-difluorophenyl)acetamide FC=1C=C(C=C(C1)F)NC(C)=O